(S)-quinuclidin-3-yl((R)-6-(3-butoxyphenyl)-7-fluoro-2,2-dimethyl-1,2,3,4-tetrahydronaphthalen-1-yl)carbamate N12C[C@H](C(CC1)CC2)OC(N[C@@H]2C(CCC1=CC(=C(C=C21)F)C2=CC(=CC=C2)OCCCC)(C)C)=O